4-propionylbenzaldehyde C(CC)(=O)C1=CC=C(C=O)C=C1